ClC=1C(=C(C(=CC1)C(F)F)C1=CN=C(C(=N1)C(=O)NC=1C=NN(C1)CC=1C=NC(=C(C1)F)N1C([C@@H]2C[C@@H]2C1)=O)C)F 6-(3-chloro-6-(difluoromethyl)-2-fluorophenyl)-N-(1-((5-fluoro-6-((1r,5s)-2-oxo-3-azabicyclo[3.1.0]hex-3-yl)pyridin-3-yl)methyl)-1H-pyrazol-4-yl)-3-methylpyrazine-2-carboxamide